C1(CC1)OC1=CC=C2C=C(C=C(C2=C1F)CCNC(C)=O)F N-(2-(7-cyclopropoxy-3,8-difluoronaphthalen-1-yl)ethyl)acetamide